N-(5-cyclopropyl-6-(4-ethynyl-2-hydroxyphenyl)pyridazin-3-yl)-2-(methylamino)acetamide C1(CC1)C=1C=C(N=NC1C1=C(C=C(C=C1)C#C)O)NC(CNC)=O